C(N)(=O)C1=CC=C(C(=C1C1=CC(=CC=C1Cl)C(CNC1CCC(CC1)C(=O)O)C1=CC=CC=C1)F)OC[C@H]1OCCC1 (1r,4r)-4-((2-(6'-carbamoyl-6-chloro-2'-fluoro-3'-(((S)-tetrahydrofuran-2-yl)methoxy)-[1,1'-biphenyl]-3-yl)-2-phenylethyl)amino)cyclohexane-1-carboxylic acid